O1N=C(C2=C1C=CC=C2)C=2C(=CC(=NC2)NC(C)=O)NC2=NC(=CC(=C2)C2(COCC2)CO)S(=O)(=O)C N-(5-(benzo[d]isoxazol-3-yl)-4-((4-(3-(hydroxymethyl)tetrahydrofuran-3-yl)-6-(methylsulfonyl)pyridin-2-yl)amino)pyridin-2-yl)acetamide